(R)-4-((1-(3-(1,1-difluoro-2-hydroxy-2-methylpropyl)-2-fluorophenyl)ethyl)amino)-6,6-diethyl-2,8-dimethyl-6,8-dihydro-7H-pyrrolo[3,2-g]quinazolin-7-one FC(C(C)(C)O)(F)C=1C(=C(C=CC1)[C@@H](C)NC1=NC(=NC2=CC3=C(C=C12)C(C(N3C)=O)(CC)CC)C)F